OC=1C(=CC(=C(C(=O)NC2(CC2)C2=CC=CC3=CC=CC=C23)C1)C)[N+](=O)[O-] 5-Hydroxy-2-methyl-N-(1-(naphthalen-1-yl)cyclopropyl)-4-nitrobenzamide